N1=C(SC2=C1C1=C(C=C2)OCC1)N1C(N[C@@H]2[C@H]1CN(CC2)CC#C)=O (3aR,7aS)-3-(7,8-Dihydrofuro[3,2-e][1,3]benzothiazol-2-yl)-5-(2-propyn-1-yl)octahydro-2H-imidazo[4,5-c]pyridin-2-one